2-bromo-N-(5-(4-fluorophenoxy)pyridin-2-yl)butanamide BrC(C(=O)NC1=NC=C(C=C1)OC1=CC=C(C=C1)F)CC